N1(CCC1)C1=NC=C(C=N1)N1C=C(C=2C1=NC=C(C2)C=2C(=NOC2C)C)C2=C(C=C(C(=O)O)C=C2)OC(C)C 4-(1-(2-(azetidin-1-yl)pyrimidin-5-yl)-5-(3,5-dimethylisoxazol-4-yl)-1H-pyrrolo[2,3-b]pyridin-3-yl)-3-isopropoxybenzoic acid